(R)-N-([3,4'-bipyridyl]-6-ylmethyl)-1-(2-fluorophenyl)ethane-1-amine N1=CC(=CC=C1CN[C@H](C)C1=C(C=CC=C1)F)C1=CC=NC=C1